3,5'-dichloro-4-((3,5-difluoropyridin-2-yl)methoxy-d2)-2'-(3-(2-Hydroxypropan-2-yl)-1H-pyrazol-1-yl)-6-methyl-2H-[1,4'-bipyridyl]-2-one ClC=1C(N(C(=CC1OC([2H])([2H])C1=NC=C(C=C1F)F)C)C1=CC(=NC=C1Cl)N1N=C(C=C1)C(C)(C)O)=O